acetyl-thiazoline tert-Butyl-(3-((4-(4,6-diaminopyrimidin-2-yl)thiazol-2-yl)(4-methyl-4'-(2-(4-methylpiperazin-1-yl)ethyl)-[1,1'-biphenyl]-3-yl)amino)propyl)carbamate C(C)(C)(C)N(C(O)=O)CCCN(C=1C=C(C=CC1C)C1=CC=C(C=C1)CCN1CCN(CC1)C)C=1SC=C(N1)C1=NC(=CC(=N1)N)N.C(C)(=O)C=1SCCN1